3-hydroxy-2-methyl-2-({2-methyl-5-[(4-methyl-1,3-thiazol-5-yl)methoxy]-2H-indazol-3-yl}formamido)propanamide OCC(C(=O)N)(NC(=O)C=1N(N=C2C=CC(=CC12)OCC1=C(N=CS1)C)C)C